methyl-2,4,6-trimethylbenzoyl chloride CC=1C(=C(C(=O)Cl)C(=CC1C)C)C